3-amino-N-(2-{9-amino-2-oxa-7-azaspiro[4.4]nonan-7-yl}-5,5-difluoro-5,6,7,8-tetrahydroquinolin-6-yl)-6-methylthieno[2,3-b]pyridine-2-carboxamide NC1=C(SC2=NC(=CC=C21)C)C(=O)NC2C(C=1C=CC(=NC1CC2)N2CC1(CCOC1)C(C2)N)(F)F